C(C)NC(C(C(F)(F)F)(O)C1=CC2=C(N=C(S2)NC([C@H](C2=CC=CC=C2)NC(OC(C)(C)C)=O)=O)C=C1)=O tert-Butyl ((1S)-2-((6-(3-(ethylamino)-1,1,1-trifluoro-2-hydroxy-3-oxopropan-2-yl)benzo[d]thiazol-2-yl)amino)-2-oxo-1-phenylethyl)carbamate